(difluoro(2-(((3S,6S,9aS)-3-(2-(4-methyl-4H-1,2,4-triazol-3-yl)morpholine-4-carbonyl)-5-oxooctahydro-1H-pyrrolo[1,2-a]azepin-6-yl)carbamoyl)benzo[b]thiophen-5-yl)methyl)phosphonic acid FC(C1=CC2=C(SC(=C2)C(N[C@H]2CCC[C@@H]3N(C2=O)[C@@H](CC3)C(=O)N3CC(OCC3)C3=NN=CN3C)=O)C=C1)(F)P(O)(O)=O